ClC=1C=NC(=NC1)N[C@H]1CC([C@@H](C1)NC=1SC2=C(N1)C=CC(=C2)C(=O)N(C)C)=O 2-(((1R,4R)-4-((5-chloropyrimidin-2-yl)amino)-2-oxocyclopentyl)amino)-N,N-dimethylbenzo[d]thiazole-6-carboxamide